OC1CCN(CC1)C(=O)OC1CCC(CC1)C(N(C1=NC=CC(=C1)C=1C=NN(C1)C(C)(C)CC)CC12CCC(CC1)(CC2)C2=CC(=C(C=C2)OC)C)=O 4-(((4-(4-Methoxy-3-methylphenyl)bicyclo[2.2.2]octan-1-yl)methyl)(4-(1-(tert-pentyl)-1H-pyrazol-4-yl)pyridin-2-yl)carbamoyl)cyclohexyl trans-4-hydroxypiperidine-1-carboxylate